methyl 2-((1-(4,7-dimethyl-5-oxo-4,5-dihydroimidazo[1,5-a]quinazolin-9-yl)ethyl)amino)benzoate CN1C=2N(C3=C(C=C(C=C3C1=O)C)C(C)NC1=C(C(=O)OC)C=CC=C1)C=NC2